Trimethyl 1,2,4-benzenetricarboxylat C=1(C(=CC(=CC1)C(=O)OC)C(=O)OC)C(=O)OC